2-(2-aminoethyl)-2-(hydroxymethyl)-1,3-propanediol NCCC(CO)(CO)CO